BrC1=C2C=NN(C2=CC2=C1[C@H](CCC2)C)C2OCCCC2 (5S)-4-bromo-5-methyl-1-(tetrahydro-2H-pyran-2-yl)-5,6,7,8-tetrahydro-1H-benzo[f]indazole